(4-(5-chlorooxazolo[4,5-b]pyridin-2-yl)piperazin-1-yl)(5-methyl-6-((tetrahydrofuran-2-yl)methoxy)pyridin-3-yl)methanone ClC1=CC=C2C(=N1)N=C(O2)N2CCN(CC2)C(=O)C=2C=NC(=C(C2)C)OCC2OCCC2